2-amino-5-chloro-6-(2-fluorophenyl)pyridine-3-carbothioamide NC1=NC(=C(C=C1C(N)=S)Cl)C1=C(C=CC=C1)F